(S)-tert-butyl 4-((tert-butoxycarbonyl)(5-((tert-butyldimethylsilyl)oxy)pentyl)amino)-2-((tert-butoxycarbonyl)amino)butanoate C(C)(C)(C)OC(=O)N(CC[C@@H](C(=O)OC(C)(C)C)NC(=O)OC(C)(C)C)CCCCCO[Si](C)(C)C(C)(C)C